(1-((6-chloro-5-(3,3-diethoxyprop-1-yn-1-yl)pyrimidin-4-yl)amino)propan-2-yl)carbamic acid tert-butyl ester C(C)(C)(C)OC(NC(CNC1=NC=NC(=C1C#CC(OCC)OCC)Cl)C)=O